FC1=CC(=CC=2C=COC21)C=2C(=NC(=CN2)COCC(F)(F)F)N2CCC(CC2)C=2NS(ON2)=O 4-(1-(3-(7-fluorobenzofuran-5-yl)-6-((2,2,2-trifluoroethoxy)methyl)pyrazin-2-yl)piperidin-4-yl)-3H-1,2,3,5-oxathiadiazole 2-oxide